(3R,6S)-1-benzyl-6-methyl-3-propylpiperazine-2,5-dione C(C1=CC=CC=C1)N1C([C@H](NC([C@@H]1C)=O)CCC)=O